Cl.ClC(C)OC(=O)OCC[NH+](C)C 2-((1-chloroethoxy)carbonyl)oxy-N,N-dimethylethylammonium hydrochloride